ClC1=C(C=CC=C1Cl)C=1C2=C(N=NC1)C(=C(C=N2)C(=O)N[C@H]2CCOC1=CC=CC=C21)N2CCOCC2 4-(2,3-dichlorophenyl)-N-[(4S)-3,4-dihydro-2H-chromen-4-yl]-8-(morpholin-4-yl)pyrido[3,2-c]pyridazine-7-carboxamide